(R)-5,6-dibromo-2-methyl-2,3-dihydroimidazo[2,1-B]oxazole BrC1=C(N=C2O[C@@H](CN21)C)Br